FC(C[C@@H](C(=O)N[C@@H](C[C@H]1C(NCCC1)=O)C(CO)=O)NC(=O)C=1NC2=C(C=CC=C2C1)F)(C)F N-[(2S)-4,4-difluoro-1-({(2S)-4-hydroxy-3-oxo-1-[(3S)-2-oxopiperidin-3-yl]butan-2-yl}amino)-1-oxopentan-2-yl]-7-fluoro-1H-indole-2-carboxamide